S(N)(OC1=CC=C2C(=C1)CN(C(C21CCN(CC1)C1CCC(CC1)C(C)C)=O)CCNS(=O)(=O)C)(=O)=O 1'-((1s,4s)-4-isopropylcyclohexyl)-2-(2-(methylsulfonamido)ethyl)-3-oxo-2,3-dihydro-1H-spiro[isoquinoline-4,4'-piperidin]-7-yl sulfamate